methyl ((1-cyclohexyl-2-phenylethoxy)carbonyl)-L-leucinate C1(CCCCC1)C(CC1=CC=CC=C1)OC(=O)N[C@@H](CC(C)C)C(=O)OC